(1R,4r)-4-(aminomethyl)-1-methylcyclohexanol NCC1CCC(CC1)(O)C